N[C@H]1[C@@H]2N(C[C@H]1CC2)C(=O)C2=CC1=C(N(C(=N1)C1=CC=3C=4N1C(CNC4C=C(C3)F)C3CC3)C)C(=C2)F ((1R,4R,7R)-7-amino-2-azabicyclo[2.2.1]heptan-2-yl)(2-(3-cyclopropyl-8-fluoro-2,3-dihydro-1H-pyrrolo[1,2,3-de]quinoxalin-5-yl)-7-fluoro-1-methyl-1H-benzo[d]imidazol-5-yl)methanone